(1r,4r)-4-(4-(2-(3-(2,4-dioxotetrahydropyrimidin-1(2H)-yl)-4-methylphenoxy)acetyl)piperazin-1-yl)cyclohexane-1-carboxylic acid trifluoroacetate FC(C(=O)O)(F)F.O=C1N(CCC(N1)=O)C=1C=C(OCC(=O)N2CCN(CC2)C2CCC(CC2)C(=O)O)C=CC1C